[I-].CC=1SC2=C([NH+]1)C=CC=C2 2-methyl-benzothiazolium iodide